[Na+].[Na+].C(=CC1=CC=CC=C1)C=1C(=C(C(=C(C1)C1=CC=CC=C1)S(=O)(=O)[O-])S(=O)(=O)[O-])C=CC1=CC=CC=C1 distyryl-biphenyl-disulfonic acid disodium salt